N-[2-(cyclopent-1-enyl)ethyl]benzamide C1(=CCCC1)CCNC(C1=CC=CC=C1)=O